ClC1=NC=C(C=N1)C1=CC=CC=C1 2-Chloro-5-phenylpyrimidine